2-methyl-2-(1-methyl-1H-pyrrolo[2,3-b]pyridine-5-carboxamido)propyl 2-(trifluoromethyl)benzoate FC(C1=C(C(=O)OCC(C)(NC(=O)C=2C=C3C(=NC2)N(C=C3)C)C)C=CC=C1)(F)F